1-(3-(2-ethylpyridin-4-yl)-2-(4-fluorophenyl)-6,7-dihydropyrazolo[1,5-a]pyrazin-5(4H)-yl)ethan-1-one C(C)C1=NC=CC(=C1)C=1C(=NN2C1CN(CC2)C(C)=O)C2=CC=C(C=C2)F